C[C@H](C1=CNC2=CC=CC=C21)[C@@H](C(=O)[O-])O The molecule is a (2S)-2-hydroxy monocarboxylic acid anion that is the conjugate base of indolmycenic acid, obtained by deprotonation of the carboxy group; major species at pH 7.3. It is a conjugate base of an indolmycenic acid.